(5R)-5-((tert-butyldiphenylsilyl)oxy)-3-(trifluoromethyl)-3-((trimethylsilyl)oxy)piperidine [Si](C1=CC=CC=C1)(C1=CC=CC=C1)(C(C)(C)C)O[C@@H]1CC(CNC1)(O[Si](C)(C)C)C(F)(F)F